NC1=NN(C2=NC(=CC=C21)C2CC2)C(=O)C2=C(C=CC=C2)C (3-amino-6-cyclopropylpyrazolo[3,4-b]pyridin-1-yl)-(2-methylphenyl)methanone